C12N(CC(NC1)CC2)C=2C1=C(N=C(N2)OCC23CCCN3CCC2)C(N(CC1)C1=CC(=CC2=CC=C(C(=C12)F)F)O)=O 4-(2,5-Diazabicyclo[2.2.2]octan-2-yl)-7-(7,8-difluoro-3-hydroxynaphthalen-1-yl)-2-((tetrahydro-1H-pyrrolizin-7a(5H)-yl)methoxy)-6,7-dihydropyrido[3,4-d]pyrimidin-8(5H)-one